ClC1=C(C=CC(=N1)C1CCCC12C(C(CCC2)(F)F)=O)OC(F)F (6-chloro-5-(difluoromethoxy)pyridin-2-yl)-7,7-difluorospiro[4.5]decan-6-one